FC=1C(=NC=C(C1)[C@H]1NOCC1)C 3-fluoro-2-methyl-5-[(3S)-1,2-oxazolidin-3-yl]Pyridine